FC1=C2CC[C@@]3(CCC=4C(=NC(=NC4C3)OC[C@H]3N(CCC3)C)N3C[C@@H](NCC3)COC)CC2=CC=C1 (S)-5-fluoro-4'-((R)-3-(methoxymethyl)piperazin-1-yl)-2'-(((S)-1-methylpyrrolidin-2-yl)methoxy)-3,4,5',8'-tetrahydro-1H,6'H-spiro[naphthalene-2,7'-quinazoline]